((4-chlorophenyl)sulfonyl)-3-(4-fluorophenyl)-4-phenyl-N-((1R,3R)-3-sulfamoyl-cyclobutyl)-4,5-dihydro-1H-pyrazole-1-carboxamide ClC1=CC=C(C=C1)S(=O)(=O)C1(C(=NN(C1)C(=O)NC1CC(C1)S(N)(=O)=O)C1=CC=C(C=C1)F)C1=CC=CC=C1